C(CCC)C1C(=NN(C1(C(=O)NCCCCOC)C)C1=C(C=C(C=C1)F)F)C1=CC=C(C=C1)F 4-butyl-1-(2,4-difluorophenyl)-3-(4-fluorophenyl)-N-(4-methoxybutyl)-5-methyl-4,5-dihydro-1H-pyrazole-5-carboxamide